5-[2-hydroxy-3-(3-isopropylphenylamino)propyl]-1,3,4-oxadiazol-2(3H)-one OC(CC1=NNC(O1)=O)CNC1=CC(=CC=C1)C(C)C